NC1=CC(=NC=C1C1=CC=C2C(=N1)OC(CO2)(C)C)NC(C)=O N-(4-amino-5-(3,3-dimethyl-2,3-dihydro-[1,4]dioxino[2,3-b]pyridin-6-yl)pyridin-2-yl)acetamide